2-[[4-[6-[(4-cyano-2-fluorophenyl)methoxy]-2-pyridyl]-1-piperidinyl]methyl]-1-[(2S)-2-oxetanylmethyl]-1H-benzimidazole-6-carboxylic acid C(#N)C1=CC(=C(C=C1)COC1=CC=CC(=N1)C1CCN(CC1)CC1=NC2=C(N1C[C@H]1OCC1)C=C(C=C2)C(=O)O)F